ClC1=NC=C(C(=C1)F)C#CCN1CCCC1 2-chloro-4-fluoro-5-(3-(pyrrolidin-1-yl)prop-1-yn-1-yl)pyridine